(R)-N-(1-phenylethyl)-6-methylthio-3-nitropyridine-2-amine C1(=CC=CC=C1)[C@@H](C)NC1=NC(=CC=C1[N+](=O)[O-])SC